2,2-dipropylmalonic acid C(CC)C(C(=O)O)(C(=O)O)CCC